3-{[(4-cyanophenyl)carbamoyl]amino}-3-[(1-methoxy-1-oxopropan-2-yl)carbamoyl]propanoic acid C(#N)C1=CC=C(C=C1)NC(=O)NC(CC(=O)O)C(NC(C(=O)OC)C)=O